CIS-8-Dimethylamino-1-ethyl-8-phenyl-1,3-diazaspiro[4.5]decan-2-one CN(C1(CCC2(CNC(N2CC)=O)CC1)C1=CC=CC=C1)C